5-chloro-N-[1-(difluoromethyl)cyclopropyl]-1-iodo-imidazo[1,5-a]pyridine-7-sulfonamide ClC1=CC(=CC=2N1C=NC2I)S(=O)(=O)NC2(CC2)C(F)F